6',7'-dimethyl-1',2'-dihydrospiro[cyclohexane-1,3'-pyrazolo[1,5-a]imidazol] CC1=NN2C(NCC23CCCCC3)=C1C